2-(p-tolyloxy)acetic acid C1(=CC=C(C=C1)OCC(=O)O)C